2-Chloro-N-(2,3-dihydro-1H-inden-2-yl)-N-methyl-6-((2,4,4-trimethylpentan-2-yl)amino)pyrimidine-4-carboxamide ClC1=NC(=CC(=N1)C(=O)N(C)C1CC2=CC=CC=C2C1)NC(C)(CC(C)(C)C)C